3,5-dibromo-4-nitrosobenzenesulfonic acid-d2 Sodium Salt [Na+].BrC1=C(C(=C(C(=C1N=O)Br)[2H])S(=O)(=O)[O-])[2H]